(2S,4r)-N-[2-(2-chloro-6-pyrrolidin-1-yl-phenyl)ethyl]-1-[(2S)-2-(4-cyclopropyltriazol-1-yl)-3,3-dimethyl-butyryl]-4-hydroxy-pyrrolidine-2-carboxamide ClC1=C(C(=CC=C1)N1CCCC1)CCNC(=O)[C@H]1N(C[C@@H](C1)O)C([C@H](C(C)(C)C)N1N=NC(=C1)C1CC1)=O